BrC1=C(C(=CC(=C1)C)C1=C(C=CC=C1)F)O 3-bromo-2'-fluoro-5-methyl-[1,1'-biphenyl]-2-ol